(1H-indol-3-ylethynyl)-4-amino-N-(4-(methoxymethyl)phenyl)-7-(1-methylcyclopropyl)-7H-pyrrolo[2,3-d]pyrimidine-5-carboxamide N1C=C(C2=CC=CC=C12)C#CC=1N=C(C2=C(N1)N(C=C2C(=O)NC2=CC=C(C=C2)COC)C2(CC2)C)N